3-(benzo[d]thiazole-2-yl)-7-(diethylamino)-2H-benzopyran S1C(=NC2=C1C=CC=C2)C=2COC1=C(C2)C=CC(=C1)N(CC)CC